CC1(OB(OC1(C)C)C1=CC=CC=2OC3=C(C21)C=CC=2C=CC=CC23)C 7-(4,4,5,5-tetramethyl-1,3,2-dioxaborolan-2-yl)benzo[b]naphtho[2,1-d]furan